5,6-difluorobenzo[1,2,3]triazole FC1=CC2=C(NN=N2)C=C1F